C1=CC2=C(C=C1O)C3=C4N2C(=O)C=CC4=NC=C3 The molecule is an indole alkaloid that is canthin-6-one substituted by a hydroxy group at position 10. Isolated from Simaba multiflora, it exhibits antineoplastic activity. It has a role as a metabolite and an antineoplastic agent. It is an indole alkaloid and an organic heterotetracyclic compound. It derives from a canthin-6-one.